4-trifluoromethyl-benzoyl-hydroxylamine FC(C1=CC=C(C(=O)NO)C=C1)(F)F